N-ethyl-5-fluoro-N-isopropyl-2-((4-(3-((methyl((trans-4-(methylsulfonamido)cyclohexyl)methyl)amino)methyl)azetidin-1-yl)pyrimidine-5-yl)oxy)benzamide C(C)N(C(C1=C(C=CC(=C1)F)OC=1C(=NC=NC1)N1CC(C1)CN(C[C@@H]1CC[C@H](CC1)NS(=O)(=O)C)C)=O)C(C)C